2-((4-(6-((4-cyano-2-fluorobenzyl)oxy)pyridin-2-yl)piperidin-1-yl)methyl)-1-(thiazol-5-ylmethyl)-1H-benzo[d]imidazole-6-carboxylic acid meglumine salt N(C)C[C@H](O)[C@@H](O)[C@H](O)[C@H](O)CO.C(#N)C1=CC(=C(COC2=CC=CC(=N2)C2CCN(CC2)CC2=NC3=C(N2CC2=CN=CS2)C=C(C=C3)C(=O)O)C=C1)F